2-[(3R,5S)-3,5-dimethylpiperazin-1-yl]quinazoline C[C@@H]1CN(C[C@@H](N1)C)C1=NC2=CC=CC=C2C=N1